FC(C=1OC(=NN1)C1=CC=C(C=C1)CN1N=NC(=C1)C=1C=NC=CC1)F 2-(difluoromethyl)-5-(4-((4-(pyridin-3-yl)-1H-1,2,3-triazol-1-yl)methyl)phenyl)-1,3,4-oxadiazole